C(C)(C)(C)OC(=O)N1CC(=C(C1)C(NCC1=CC=C(C=C1)Cl)=O)C=1C(=NC=CC1)Br 3-(2-bromopyridin-3-yl)-4-((4-chlorobenzyl)carbamoyl)-2,5-dihydro-1H-pyrrole-1-carboxylic acid tert-butyl ester